CC1=C(C(=CC(=C1)N1CC2=C(CCC1)C=C(C=C2)OC\C=C\C(F)(F)F)C)NC(CC(C)(C)C)=O (E)-N-(2,6-Dimethyl-4-(7-((4,4,4-trifluorobut-2-en-1-yl)oxy)-1,3,4,5-tetrahydro-2H-benzo[c]azepine-2-yl)phenyl)-3,3-dimethylbutanamide